C1(=CC=CC=C1)CS(=O)(=O)NC1=C(OC2CN(C2)C(=O)OC(C)(C)C)C=CC(=C1)C(=O)N1CCC(CC1)C1=CC=C(C=C1)OC=1N=NC(=CC1)C(F)(F)F tert-butyl 3-(2-((phenylmethyl)sulfonamido)-4-(4-(4-((6-(trifluoromethyl)pyridazin-3-yl)oxy)-phenyl)piperidine-1-carbonyl)phenoxy)azetidine-1-carboxylate